CN1N=C2N=CC(=CC2=C1)C1=CC=C2C(=N1)SC(=N2)C2(CC(C2)C(F)(F)F)O 1-(5-(2-methyl-2H-pyrazolo[3,4-b]pyridin-5-yl)[1,3]thiazolo[5,4-b]pyridin-2-yl)-3-(trifluoromethyl)cyclobutanol